[2-(2-amino-ethoxy)]-acetic acid NCCOCC(=O)O